OC=1C(=C(C(=O)OC)C=CC1O)C Methyl 3,4-dihydroxy-2-methylbenzoate